CC1=NNC(=C1C)C(=O)NC=1C=C2C(=NC1)NC(=C2)C2=NN(C=C2)C 3,4-dimethyl-N-(2-(1-methyl-1H-pyrazol-3-yl)-1H-pyrrolo[2,3-b]-pyridin-5-yl)-1H-pyrazole-5-carboxamide